ClCC(=O)N1CC2(C1)CN(C2)C=2C=NC=C(C2)C=2C=C1C=CC(=NC1=CC2)OC 2-chloro-1-(6-(5-(2-methoxyquinoline-6-yl)pyridin-3-yl)-2,6-diazaspiro[3.3]heptane-2-yl)ethan-1-one